C(C)(C)(C)OC(=O)N1C2CN(CC1C2)C=2OC1=C(N2)C(=C(C=C1C=1N=CSC1)C(C)(C)O)OC(F)(F)F.NCCCC(=O)O gamma-aminobutyric acid tert-Butyl-3-(5-(2-hydroxypropan-2-yl)-7-(thiazol-4-yl)-4-(trifluoromethoxy)benzo[d]oxazol-2-yl)-3,6-diazabicyclo[3.1.1]heptane-6-carboxylate